FC1=CC=C(C=C1)C1CN(CC12CCN(CC2)C([C@@H](C(C)C)NC(=O)C2=NNC=C2)=O)C N-((2R)-1-(4-(4-fluorophenyl)-2-methyl-2,8-diazaspiro[4.5]decan-8-yl)-3-methyl-1-oxobutan-2-yl)-1H-pyrazole-3-carboxamide